(4-amino-1,3-dihydrofuro[3,4-c]quinolin-8-yl)((3S)-3-(4-(trifluoromethyl)phenyl)-4-morpholinyl)methanethione NC1=NC=2C=CC(=CC2C2=C1COC2)C(=S)N2[C@H](COCC2)C2=CC=C(C=C2)C(F)(F)F